tert-butyl 4-(4-(5-(2-chloropyrimidin-4-yl)-4-(2-fluoro-3-(propylsulfonamido)phenyl)thiazol-2-yl)phenyl)piperidine-1-carboxylate ClC1=NC=CC(=N1)C1=C(N=C(S1)C1=CC=C(C=C1)C1CCN(CC1)C(=O)OC(C)(C)C)C1=C(C(=CC=C1)NS(=O)(=O)CCC)F